NC1=C(C=CC=C1)NCC1CCC(CC1)CNC(OC(C)(C)C)=O Tert-butyl (((1r,4r)-4-(((2-aminophenyl)amino)methyl)cyclohexyl)methyl)carbamate